FC1=CC=C(CN2N=C3C(=C2)CN(C3)C=3C(=NC=CN3)C(=O)O)C=C1 (2-(4-Fluorobenzyl)-2,6-dihydropyrrolo[3,4-c]pyrazol-5(4H)-yl)pyrazine-2-carboxylic acid